C(C([2H])([2H])[2H])N ethan-2,2,2-d3-1-amine